C(C)NC(C)C1=C(C=C(C=C1)C(F)(F)F)C N-ethyl-1-[2-methyl-4-(trifluoromethyl)phenyl]ethanamine